C1(CC1)NC(C([C@H](CCC(C)(F)F)NC(=O)[C@H]1N(C[C@@H](C1)C(F)(F)F)C([C@H](C(C)(C)F)NC(OC)=O)=O)=O)=O Methyl ((R)-1-((2S,4R)-2-(((S)-1-(cyclopropylamino)-6,6-difluoro-1,2-dioxoheptan-3-yl)carbamoyl)-4-(trifluoromethyl)pyrrolidin-1-yl)-3-fluoro-3-methyl-1-oxobutan-2-yl)carbamate